ClC1=NC=C(C(=N1)NCC1=CC=C(C=C1)C=1N(C=C(N1)C(F)(F)F)C)N1CCOCC1 2-chloro-N-(4-(1-methyl-4-(trifluoromethyl)-1H-imidazol-2-yl)benzyl)-5-morpholinylpyrimidin-4-amine